(E)-2-methyl-but-3-enal CC(C=O)C=C